(E)-2-methyl-5-phenylhex-3-enedioic acid CC(C(=O)O)\C=C\C(C(=O)O)C1=CC=CC=C1